N=1N=C(NC1N)N 4H-1,2,4-triazole-3,5-diamine